alpha-aminoacrylic acid NC(C(=O)O)=C